ClC1=C(C(=CC=C1)C=1NC(=CN1)C1=CC(=CC=C1)OC)C=1C(=CC(=CC1)C(N[C@H](CCC)C1=CC=CC=C1)=O)C(=O)O (S)-2'-chloro-6'-[5-(3-methoxyphenyl)-1H-imidazol-2-yl]-4-{[(1R)-1-phenylbutyl]carbamoyl}-[1,1'-biphenyl]-2-carboxylic acid